2,2'-butylidenebis(2-t-butyl-4-methylphenol) C(CCC)(C1(C(C=CC(=C1)C)O)C(C)(C)C)C1(C(C=CC(=C1)C)O)C(C)(C)C